3-(4-(5-Methyl-2-((1-methyl-1H-pyrazol-4-yl)amino)pyrimidin-4-yl)phenoxy)propionitrile CC=1C(=NC(=NC1)NC=1C=NN(C1)C)C1=CC=C(OCCC#N)C=C1